C12C3C(C(C=C1)C2)C(NC3=O)=O endo-5-norcamphene-2,3-dicarboximide